OC1(C(N(C2=CC=CC=C12)C1=NC=CC(=C1)CC1=NN=CC2=CC=CC=C12)=O)C 4-((2-(3-hydroxy-3-methyl-2-oxoindolin-1-yl)pyridin-4-yl)methyl)phthalazin